FC(CN1C(=NC2=C1C=C(C=C2)C=2C=CN1N=C(N=C(C12)OC)NC1CCC2(COC2)CC1)C)F 5-(1-(2,2-difluoroethyl)-2-methyl-1H-benzo[d]imidazol-6-yl)-4-methoxy-N-(2-oxaspiro[3.5]nonan-7-yl)pyrrolo[2,1-f][1,2,4]triazin-2-amine